C(C=C)(=O)N1CCN(CC1)C(CN1C2=C(N=C(C1=O)NC1=CC(=C(C(=C1)OC)OC)OC)C=CC(=N2)Cl)=O (2-(4-acryloylpiperazin-1-yl)-2-oxoethyl)-6-chloro-2-(3,4,5-trimethoxyanilino)pyrido[2,3-b]pyrazin-3(4H)-one